isopropyl trans-N-[4-[5-[4-(azetidin-3-ylamino)-2-(ethyl-sulfamoyl)phenyl]thiazol-2-yl]cyclohexyl]carbamate N1CC(C1)NC1=CC(=C(C=C1)C1=CN=C(S1)[C@@H]1CC[C@H](CC1)NC(OC(C)C)=O)S(NCC)(=O)=O